1-(4-((6H-benzo[c]chromen-3-yl)methyl)phenyl)-5-methyl-1H-pyrazole-3-carboxamide C1=C2C3=C(COC2=CC(=C1)CC1=CC=C(C=C1)N1N=C(C=C1C)C(=O)N)C=CC=C3